C(CCCC)[N+]1=CNC=C1 3-pentyl-imidazolium